CC1=CC=C(C=C1)S(=O)(=O)O.N1CCC(CC1)C1=CC=CC(=N1)OCC=1C=CC(=C2C=COC21)C#N 7-(((6-(piperidin-4-yl)pyridin-2-yl)oxy)methyl)benzofuran-4-carbonitrile p-toluenesulfonate